4-Hydroxy-N-phenyl-7-(pyridin-2-yl)thieno[3,2-d]pyrimidine-2-carboxamide OC=1C2=C(N=C(N1)C(=O)NC1=CC=CC=C1)C(=CS2)C2=NC=CC=C2